FC1=CC=C(C(=O)N2[C@H](C=3N(CC2)C(=NC3N3CCCCC3)C3=NC(=NS3)C)C)C=C1 (S)-1-(7-(4-fluorobenzoyl)-8-methyl-3-(3-Methyl-1,2,4-thiadiazol-5-yl)-5,6,7,8-tetrahydroimidazo[1,5-a]pyrazin-1-yl)piperidine